(+)-(4aR,8aS)-6-[4-[2-Fluoro-4-(trifluoromethyl)phenoxy]piperidine-1-carbonyl]-4,4a,5,7,8,8a-hexahydropyrido[4,3-b][1,4]oxazin-3-one FC1=C(OC2CCN(CC2)C(=O)N2C[C@@H]3[C@@H](OCC(N3)=O)CC2)C=CC(=C1)C(F)(F)F